N1=C(C=CC2=CC=C3C=CC=NC3=C12)NC1=C(C(=CC=C1)OC)[N+](=O)[O-] 1-(1,10-phenanthroline-2-yl)amino-3-methoxy-2-nitrobenzene